4-(5-(1-methyl-1H-1,2,4-triazol-3-yl)-1H-indol-2-yl)pyridazine-3-carboxamide CN1N=C(N=C1)C=1C=C2C=C(NC2=CC1)C1=C(N=NC=C1)C(=O)N